ClC1=C(C(=NC=N1)CC#N)OC 2-(6-Chloro-5-methoxypyrimidin-4-yl)acetonitrile